FC1=C(C(=O)NCC2CCC(CC2)N2N=C3C=C(C=CC3=C2)C=2N=NC(=CC2)N2CCNCC2)C=C(C(=C1F)O)F 2,3,5-trifluoro-4-hydroxy-N-{[(1r,4r)-4-{6-[6-(piperazin-1-yl)pyridazin-3-yl]-2H-indazol-2-yl}cyclohexyl]methyl}benzamide